ClC1=C(C=C(OCC(=O)NC23CC(C2)(C3)C=3OC(=NN3)CN3CC(C3)(F)F)C=C1)F 2-(4-chloro-3-fluoro-phenoxy)-N-[3-[5-[(3,3-difluoroazetidin-1-yl)methyl]-1,3,4-oxadiazol-2-yl]-1-bicyclo[1.1.1]pentanyl]acetamide